(S)-2-((4-(6-((2-methylbenzo[d]thiazol-5-yl)methoxy)pyridin-2-yl)piperidine-1-yl)methyl)-1-(oxetan-2-ylmethyl)-1H-benzo[d]imidazole-6-carboxylate CC=1SC2=C(N1)C=C(C=C2)COC2=CC=CC(=N2)C2CCN(CC2)CC2=NC1=C(N2C[C@H]2OCC2)C=C(C=C1)C(=O)[O-]